CN(C)\C=N\C(C(C)NC(C1=CC(=CC(=C1)C(F)(F)F)C(F)(F)F)=O)=O N-[2-[(E)-dimethylaminomethyleneamino]-1-methyl-2-oxo-ethyl]-3,5-bis(trifluoromethyl)benzamide